4'-[(1-{[4-methyl-5-(trifluoromethyl)pyridin-2-yl]carbamoyl}-D-prolyl)amino][1,1'-biphenyl]-4-carboxylic acid CC1=CC(=NC=C1C(F)(F)F)NC(=O)N1[C@H](CCC1)C(=O)NC1=CC=C(C=C1)C1=CC=C(C=C1)C(=O)O